C(CCCCCCC\C=C/C\C=C/CCCCC)(=O)O.OCC(O)CO glycerin monolinoleate